Methyl 6-(1-tert-butoxycarbonyl-3,6-dihydro-2H-pyridin-5-yl)-7-fluoro-4-(4,4,5,5-tetramethyl-1,3,2-dioxaborolan-2-yl)-1H-indole-2-carboxylate C(C)(C)(C)OC(=O)N1CCC=C(C1)C1=CC(=C2C=C(NC2=C1F)C(=O)OC)B1OC(C(O1)(C)C)(C)C